2-[4-Chloro-5-[(3R,4R)-3-methyl-1-[2-(2H-tetrazol-5-yl)ethylsulfonyl]-4-piperidyl]-1H-imidazol-2-yl]-5-fluoro-pyridine ClC=1N=C(NC1[C@H]1[C@H](CN(CC1)S(=O)(=O)CCC=1N=NNN1)C)C1=NC=C(C=C1)F